CN(C1=CN(C=C1)C=1C=CC(=C(C(=O)O)C1)C)C 5-(3-(dimethylamino)pyrrol-1-yl)-2-methylbenzoic acid